OC=1C=C(CNC(CSC=2OC3=C(N2)C=C(C=C3)F)=O)C=CC1O N-(3,4-dihydroxybenzyl)-2-((5-fluorobenzo[d]oxazol-2-yl)thio)acetamide